(tert-butyloxycarbonyl)-L-glutamic acid bis(4-nitrophenyl) ester [N+](=O)([O-])C1=CC=C(C=C1)OC([C@@H](NC(=O)OC(C)(C)C)CCC(=O)OC1=CC=C(C=C1)[N+](=O)[O-])=O